N-[5-ethylsulfanyl-6-[8-(2,2,3,3,3-penta-fluoropropoxy)imidazo[1,5-a]pyridin-3-yl]-3-pyridyl]-N-methyl-acetamide C(C)SC=1C=C(C=NC1C1=NC=C2N1C=CC=C2OCC(C(F)(F)F)(F)F)N(C(C)=O)C